tert-butyl (8-(4-bromophenyl)-6-(4-methoxyphenyl)-7-oxo-5,6,7,8-tetrahydropyrimido[4,5-d]pyrimidin-2-yl)(2,2,2-trifluoroethyl)carbamate BrC1=CC=C(C=C1)N1C(N(CC2=C1N=C(N=C2)N(C(OC(C)(C)C)=O)CC(F)(F)F)C2=CC=C(C=C2)OC)=O